C(N)(OCC1=CC2=C(S1(=O)=O)C=CC=C2)=O 1,1-dioxobenzo[b]-thiophene-2-ylmethyl carbamate